5,5-dimethyl-3-(6-spiro[1H-isobenzofuran-3,1'-cyclopentane]-5-yloxy-3-pyridinyl)imidazolidine-2,4-dione CC1(C(N(C(N1)=O)C=1C=NC(=CC1)OC=1C=C2C(=CC1)COC21CCCC1)=O)C